C(C)OC(=O)O[C@@H]1CC[C@@]2(C3[C@H](C[C@@]4([C@H](CCC4C3[C@@H]([C@@H]([C@@H]2C1)CC)O)[C@@H](CCC(=O)OC)C)C)O)C methyl (4R)-4-((3R,5S,6R,7R,10S,11S,13R,17R)-3-((ethoxycarbonyl)oxy)-6-ethyl-7,11-dihydroxy-10,13-dimethylhexadecahydro-1H-cyclopenta[a]phenanthren-17-yl)pentanoate